O1C2=C(OCC1)C=C(C=C2)S(=O)(=O)N2CC1(CCC1)CC2C 6-((2,3-Dihydrobenzo[b][1,4]dioxin-6-yl)sulfonyl)-7-methyl-6-azaspiro[3.4]octane